2-(5-fluoro-2-methylbenzofuran-6-yl)propanoic acid FC=1C(=CC2=C(C=C(O2)C)C1)C(C(=O)O)C